2-(1-(2-(trifluoromethyl)benzoyl)piperidin-4-ylidene)acetonitrile FC(C1=C(C(=O)N2CCC(CC2)=CC#N)C=CC=C1)(F)F